(S)-2-(3-((2-(cyclopropylamino)pyrimidin-4-yl)oxy)pyrrolidin-1-yl)-N-(3-(2-((1,5-dimethyl-1H-pyrazol-3-yl)amino)-5-ethylpyrimidin-4-yl)-1H-indol-7-yl)acetamide C1(CC1)NC1=NC=CC(=N1)O[C@@H]1CN(CC1)CC(=O)NC=1C=CC=C2C(=CNC12)C1=NC(=NC=C1CC)NC1=NN(C(=C1)C)C